(2S)-2-amino-4-({[(3R)-piperidin-3-yl]methyl}carbamoyl)butanoic acid N[C@H](C(=O)O)CCC(NC[C@H]1CNCCC1)=O